ClC1=C(OC=2C=C(C(=O)C=3C(CCCC3O)=O)C=CC2[N+](=O)[O-])C=CC(=C1)C(F)(F)F (3-(2-chloro-4-(trifluoromethyl)phenoxy)-4-nitrobenzoyl)-3-hydroxycyclohex-2-enone